(6aR,9R)-N,N-diethyl-7-methyl-4,6,6a,7,8,9-hexahydroindolo[4,3-fg]quinoline-9-carboxamide C(C)N(C(=O)[C@H]1CN([C@@H]2CC=3C4=C(C2=C1)C=CC=C4NC3)C)CC